The molecule is a hydrochloride obtained by combining tipiracil with one equivalent of hydrochloric acid. Used in combination with trifluridine, a nucleoside metabolic inhibitor, for treatment of advanced/relapsed unresectable colorectal cancer. It has a role as an antineoplastic agent and an EC 2.4.2.4 (thymidine phosphorylase) inhibitor. It is a hydrochloride and an iminium salt. It contains a tipiracil(1+). C1CC(=N)N(C1)CC2=C(C(=O)NC(=O)N2)Cl.Cl